(S)-7-fluoro-2,3-dihydro-1H-inden-1-amine FC=1C=CC=C2CC[C@@H](C12)N